4-(5-(trifluoromethyl)pyridin-2-yl)piperazin FC(C=1C=CC(=NC1)N1CCNCC1)(F)F